1-(5-((4-(3-amino-6-(5-fluoro-2-hydroxyphenyl)pyridazin-4-yl)piperazin-1-yl)methyl)pyridin-2-yl)dihydropyrimidine-2,4(1H,3H)-dione NC=1N=NC(=CC1N1CCN(CC1)CC=1C=CC(=NC1)N1C(NC(CC1)=O)=O)C1=C(C=CC(=C1)F)O